[Si](C1=CC=CC=C1)(C1=CC=CC=C1)(C(C)(C)C)OCC[C@H](CCC)NC=1C2=C(N=C(N1)NC(OC)=O)C=NN2CC2=CC(=NC=C2OC)CCl methyl (S)-(7-((1-((tert-butyldiphenylsilyl)oxy)hexan-3-yl)amino)-1-((2-(chloromethyl)-5-methoxypyridin-4-yl)methyl)-1H-pyrazolo[4,3-d]pyrimidin-5-yl)carbamate